3-Methyl-5-(pent-4-ynylamino)benzofuran-2-carboxylic acid CC1=C(OC2=C1C=C(C=C2)NCCCC#C)C(=O)O